(S)-(2-(difluoromethyl)-7-methyl-3-(3,4,5-trifluorophenyl)-2,4,5,7-tetrahydro-6H-pyrazolo[3,4-c]pyridin-6-yl)(quinolin-6-yl)methanone FC(N1N=C2[C@@H](N(CCC2=C1C1=CC(=C(C(=C1)F)F)F)C(=O)C=1C=C2C=CC=NC2=CC1)C)F